CC(CC)CCCC(CCC(CCCC(CC)C)C)C 3,7,10,14-tetramethylhexadecane